5-(3-cyanophenyl)-2-aminobenzoxazole C(#N)C=1C=C(C=CC1)C=1C=CC2=C(N=C(O2)N)C1